OC=1C=C(C=C(C1)O)C1CO1 2-(3,5-dihydroxyphenyl) ethylene oxide